2-(3-chloro-5-fluoro-phenoxy)-5-(trifluoromethylsulfonyl)benzoic acid ClC=1C=C(OC2=C(C(=O)O)C=C(C=C2)S(=O)(=O)C(F)(F)F)C=C(C1)F